CC1=C(C=C2C(=N1)N=C(S2)[C@@H]2N(CCC2)C(=O)OC2=CC=CC=C2)C phenyl (R)-2-(5,6-dimethyl[1,3]thiazolo[4,5-b]pyridin-2-yl)pyrrolidine-1-carboxylate